CC1=C(C=CC(=C1[N+](=O)[O-])O)C1=CC=CC=C1 methyl-3-nitro-[1,1'-biphenyl]-4-ol